C(C)(C)(C)OC(=O)N1[C@@H]2CC[C@@H]2NCC1.C(#N)C1=CC(=C(COC2=CC=CC(=N2)N2CCN([C@@H]3CC[C@H]23)C(=O)OC(C)(C)C)C=C1)F |r| rac-tert-Butyl (1R,6S)-5-(6-((4-cyano-2-fluorobenzyl)oxy)pyridin-2-yl)-2,5-diazabicyclo[4.2.0]octane-2-carboxylate rac-tert-Butyl-(1R,6S)-2,5-diazabicyclo[4.2.0]octane-2-carboxylate